C(C(C)C)C1C(N(CCC1)C(=O)OC(C)(C)C)C(=O)OC O1-tert-butyl O2-methyl 3-isobutylpiperidine-1,2-dicarboxylate